1-((3R,4R)-1'-(azetidin-3-yl)-3-fluoro-[1,4'-bipiperidin]-4-yl)-3-(4-phenoxyphenyl)-1H-pyrazolo[3,4-d]pyrimidin-4-amine N1CC(C1)N1CCC(CC1)N1C[C@H]([C@@H](CC1)N1N=C(C=2C1=NC=NC2N)C2=CC=C(C=C2)OC2=CC=CC=C2)F